tert-Butyl 4-(5-(4,4,5,5-tetramethyl-1,3,2-dioxaborolan-2-yl)-7-tosyl-7H-pyrrolo[2,3-d]pyrimidin-4-yl)piperazine-1-carboxylate CC1(OB(OC1(C)C)C1=CN(C=2N=CN=C(C21)N2CCN(CC2)C(=O)OC(C)(C)C)S(=O)(=O)C2=CC=C(C)C=C2)C